(R)-(tetrahydrofuran-2-yl)methanamine O1[C@H](CCC1)CN